CSCN1N=CC(=C1O[C@H](CNC(OC(C)(C)C)=O)C)C=1C=C2C(=NN(C2=CC1)C1OCCCC1)C#C[Si](C(C)C)(C(C)C)C(C)C tert-butyl N-[(2S)-2-[2-(methylsulfanylmethyl)-4-[1-tetrahydropyran-2-yl-3-(2-triisopropylsilylethynyl) indazol-5-yl] pyrazol-3-yl]oxypropyl]carbamate